((1S,4S,5S)-4-(2,6-dimethoxy-4-((S)-2-methyl-3-(trifluoromethyl)octan-2-yl)phenyl)-6,6-dimethylbicyclo[3.1.1]hept-2-en-2-yl)methanol COC1=C(C(=CC(=C1)C(C)([C@H](CCCCC)C(F)(F)F)C)OC)[C@H]1C=C([C@@H]2C([C@H]1C2)(C)C)CO